C(CCCCCCC\C=C/C\C=C/CCCCC)(=O)OCC(COC(=O)OCCCN1CCC1)COC(CCC(OCCCC\C=C/CC)OCCCC\C=C/CC)=O 3-(((3-(azetidin-1-yl)propoxy)carbonyl)oxy)-2-(((4,4-bis(((Z)-oct-5-en-1-yl)oxy)butanoyl)oxy)methyl)propyl (9Z,12Z)-octadeca-9,12-dienoate